γ-ureidopropyltrimethoxysilane N(C(=O)N)CCC[Si](OC)(OC)OC